N[C@H](C(=O)OCCCCCCCC)CCC(C=[N+]=[N-])=O Octyl (S)-2-amino-6-diazo-5-oxohexanoate